C(C)(C)OC=1C=CC(=NC1)C=1N=C(SC1)NC1=NC=C(C=C1N1C(CCC1)=O)C(F)(F)F 1-(2-(4-(5-isopropoxypyridin-2-yl)thiazol-2-ylamino)-5-(trifluoromethyl)pyridin-3-yl)pyrrolidin-2-one